ClC=1C(=NC(=C(C1CC)Cl)F)SC(C(=O)N)C1=CC=CC=C1 2-((3,5-dichloro-4-ethyl-6-fluoropyridin-2-yl)thio)-2-phenylacetamide